4-[(2-methoxyphenyl)methylcarbamoyl]Pyridine-2-carboxylic acid COC1=C(C=CC=C1)CNC(=O)C1=CC(=NC=C1)C(=O)O